3-bromo-1H-1,2,4-triazol-5-amine BrC1=NNC(=N1)N